(S)-3-Methyl-9-(methylsulfonyl)-4-oxo-2,3,4,9-tetrahydro-1H-carbazole-3-carbonitrile C[C@]1(CCC=2N(C3=CC=CC=C3C2C1=O)S(=O)(=O)C)C#N